C1(CC1)C=1N=CC=2C=C3C(=C(C2C1)S(=O)(=O)NCC(C)C)CC(C3)NC3=CC(CC3)=O 3-cyclopropyl-N-(2-methylpropyl)-7-[(3-oxocyclopenten-1-yl)amino]-7,8-dihydro-6H-cyclopenta[g]isoquinoline-5-sulfonamide